NC1=NN=C(O1)C1N(CCC(C1)C1=C(C(=CC=C1OC)Cl)Cl)C(=O)OC(C)(C)C tert-butyl 2-(5-amino-1,3,4-oxadiazol-2-yl)-4-(2,3-dichloro-6-methoxyphenyl)piperidine-1-carboxylate